2,9-dimethyl-1,10-Phenanthroline CC1=NC2=C3N=C(C=CC3=CC=C2C=C1)C